4-(2-amino-4-cyanophenyl)piperazine-1-carboxylic acid tert-butyl ester C(C)(C)(C)OC(=O)N1CCN(CC1)C1=C(C=C(C=C1)C#N)N